(1R,3r)-3-((R)-3-(1-(3-((R)-1-(4-ethynylphenyl)ethyl)-3H-[1,2,3]triazolo[4,5-d]pyrimidin-5-yl)azetidin-3-yl)piperidin-1-yl)-1-methylcyclobutane-1-carboxylic acid C(#C)C1=CC=C(C=C1)[C@@H](C)N1N=NC2=C1N=C(N=C2)N2CC(C2)[C@@H]2CN(CCC2)C2CC(C2)(C(=O)O)C